2-t-butyl-benzothiazoleN C(C)(C)(C)N1SC2=C(C1)C=CC=C2